ls-2,4,6-tris(4-aminophenyl)-1,3,5-triazine NC1=CC=C(C=C1)C1=NC(=NC(=N1)C1=CC=C(C=C1)N)C1=CC=C(C=C1)N